C1(CCCCC1)(C1=CC=C(C=C1)N(C1=CC=C(C=C1)C)C1=CC=C(C=C1)C)C1=CC=C(C=C1)N(C1=CC=C(C=C1)C)C1=CC=C(C=C1)C 4,4'-cyclohexyliden-bis[N,N-bis(4-methylphenyl)benzenamine]